OC1=NC2=CC(=CC=C2C(=N1)O)C1(OCCC1)C#N 2-(2,4-dihydroxyquinazolin-7-yl)oxolane-2-carbonitrile